methyl (S,E)-(1-((1-((5-fluorobenzo[d]thiazol-2-yl)methyl)-2-oxo-1,2-dihydropyridin-3-yl)amino)-1,7-dioxo-7-(pyrrolidin-1-yl)hept-5-en-2-yl)carbamate FC=1C=CC2=C(N=C(S2)CN2C(C(=CC=C2)NC([C@H](CC\C=C\C(N2CCCC2)=O)NC(OC)=O)=O)=O)C1